N-(pyridin-2-yl)-6-cyano-2-methyl-2-(phenylethynyl)hexanamide N1=C(C=CC=C1)NC(C(CCCCC#N)(C#CC1=CC=CC=C1)C)=O